dodecylbenzenesulfonic acid zinc salt [Zn+2].C(CCCCCCCCCCC)C1=C(C=CC=C1)S(=O)(=O)[O-].C(CCCCCCCCCCC)C1=C(C=CC=C1)S(=O)(=O)[O-]